2-(3-(5-(3-((3-(1-(tert-butoxycarbonyl)-4-(5-(pyridin-4-yl)-4H-1,2,4-triazol-3-yl)piperidin-4-ylamino)benzamido)methyl)-4-fluorophenoxy)pentyloxy)propoxy)acetic acid C(C)(C)(C)OC(=O)N1CCC(CC1)(C1=NN=C(N1)C1=CC=NC=C1)NC=1C=C(C(=O)NCC=2C=C(OCCCCCOCCCOCC(=O)O)C=CC2F)C=CC1